NC1=C2C(=NC=N1)N(N=C2C=2C=C1C=CNC1=CC2)CCCCNC(OC(C)(C)C)=O tert-butyl N-[4-[4-amino-3-(1H-indol-5-yl)pyrazolo[3,4-d]pyrimidin-1-yl]butyl]carbamate